NC(C(=O)NC1=C(C(=C(C=C1)Cl)Cl)C(C1=C(C=CC(=C1)OC)F)=O)C 2-amino-N-[3,4-dichloro-2-(2-fluoro-5-methoxy-benzoyl)phenyl]propanamide